azetidin-3-ylcarbamic acid-1,1-dimethylethyl ester CC(C)(C)OC(NC1CNC1)=O